ClC1=C2C(=C[C@@]3(C2=CC=C1)CC(C(CC3)C(=O)OC)=O)C([2H])([2H])[2H] methyl (1S)-4'-chloro-3'-(methyl-d3)-3-oxospiro[cyclohexane-1,1'-indene]-4-carboxylate